2-(imino)-naphthacenonitrile N=C1C(C2=CC3=CC4=CC=CC=C4C=C3C=C2C=C1)C#N